4-hydroxydiazobenzene OC1=CCC(C=C1)=[N+]=[N-]